NC1=NNC2=C1C(=NC=C2C2=CC=C(C=N2)N2CCN(CC2)C(=O)OC(C)(C)C)C2=CC=C(C=C2)CNC(C2=C(C=CC(=C2)F)OC)=O tert-butyl 4-(6-(3-amino-4-(4-((5-fluoro-2-methoxybenzamido)methyl)phenyl)-1H-pyrazolo[4,3-c]pyridin-7-yl)pyridin-3-yl)piperazine-1-carboxylate